(1S,3S)-3-(4-(5-(3-benzyl-2-carbonyloxazolidin-5-yl)-1-methyl-1H-1,2,3-triazol-4-yl)phenoxy)cyclohexane-1-carboxylic acid methyl ester COC(=O)[C@@H]1C[C@H](CCC1)OC1=CC=C(C=C1)C=1N=NN(C1C1CN(C(O1)=C=O)CC1=CC=CC=C1)C